2'-(4,5-Dimethyl-1H-imidazol-2-yl)-N-ethyl-N-methyl-3,4'-bipyridine-5-carboxamide trifluoroacetate salt FC(C(=O)O)(F)F.CC=1N=C(NC1C)C1=NC=CC(=C1)C=1C=NC=C(C1)C(=O)N(C)CC